CC1=NN2C(C(=CC=C2)COC2=CC=CC(=N2)C2CCN(CC2)CC2=NC3=C(N2C[C@H]2OCC2)C=C(C=C3)C(=O)[O-])=C1 (S)-2-((4-(6-((2-Methylpyrazolo[1,5-a]pyridin-4-yl)methoxy)pyridin-2-yl)piperidine-1-yl)methyl)-1-((oxetan-2-yl)methyl)-1H-benzo[d]imidazole-6-carboxylate